6,7-Dichloro-9-(ethylamino)-2-methyl-10-(1H-pyrazol-4-yl)-3,4-dihydropyrazino[1,2-a]indol-1-one hydrochloride Cl.ClC1=C(C=C(C=2C(=C3N(C12)CCN(C3=O)C)C=3C=NNC3)NCC)Cl